CS(=O)(=O)OCOC(=O)N1C2CNCC1CC2 ((methylsulfonyloxy) methyl)-3,8-diazabicyclo[3.2.1]octane-8-carboxylate